2-(4-(2-bromoethoxy)phenoxy)tetrahydro-2H-pyran BrCCOC1=CC=C(OC2OCCCC2)C=C1